C(C)(C)(C)OC(=O)N[C@H](C(=O)OCC1=CC=CC=C1)CC=O (S)-benzyl 2-((tert-butoxycarbonyl)amino)-4-oxobutanoate